ClC=1C=NC(=NC1)OC1=C2C(=NC(=NC2=CC=C1)C(F)(F)F)OCCC(F)(F)F 5-(5-chloropyrimidin-2-yl)oxy-2-(trifluoromethyl)-4-(3,3,3-trifluoropropoxy)quinazoline